N-((3R,4S)-4-((7-(2-chloro-3,5-dimethoxy-phenyl)-5-((2-(dimethylamino)ethyl)amino)-2,6-naphthyridin-3-yl)amino)tetrahydrofuran-3-yl)acrylamide ClC1=C(C=C(C=C1OC)OC)C1=NC(=C2C=C(N=CC2=C1)N[C@H]1[C@H](COC1)NC(C=C)=O)NCCN(C)C